(S)-2-((R)-1-(2-(2,5-dichlorobenzamido)acetamido)-3-methylbutyl)-4-(2-(dimethylamino)-2-oxoethyl)-N,N-dimethyl-6-oxo-1,3,2-dioxaborinane-4-carboxamide ClC1=C(C(=O)NCC(=O)N[C@@H](CC(C)C)B2OC(C[C@](O2)(C(=O)N(C)C)CC(=O)N(C)C)=O)C=C(C=C1)Cl